CC(CN1CCCCC1)(C)N 2-methyl-2-aminopropylpiperidine